3-chloro-N-(pyridin-3-yl)benzo[b]thiophene-2-carboxamide ClC=1C2=C(SC1C(=O)NC=1C=NC=CC1)C=CC=C2